Tribehenyl trimellitate C(C=1C(C(=O)OCCCCCCCCCCCCCCCCCCCCCC)=CC(C(=O)OCCCCCCCCCCCCCCCCCCCCCC)=CC1)(=O)OCCCCCCCCCCCCCCCCCCCCCC